FC(C=1C=C(CCNC(C)(C)C=2C=C(N)C=CC2)C=CC1)(F)F 3-(2-((3-(trifluoromethyl)phenethyl)amino)propan-2-yl)aniline